ethyl 1-(4-(4-cyanobenzyl)benzyl)-1H-pyrazole-4-carboxylate C(#N)C1=CC=C(CC2=CC=C(CN3N=CC(=C3)C(=O)OCC)C=C2)C=C1